FC1(C(C(=C(C(=C1)F)F)F)F)S(=O)(=O)O 1,2,3,4,5-pentafluorobenzenesulfonic acid